7-([1,1'-biphenyl]-4-yl)imidazo[1,2-a]pyridine-2-carboxylic acid C1(=CC=C(C=C1)C1=CC=2N(C=C1)C=C(N2)C(=O)O)C2=CC=CC=C2